(S)-2-amino-5-methoxynaphthalene mandelate C(C(O)C1=CC=CC=C1)(=O)O.NC1=CC2=CC=CC(=C2C=C1)OC